8-(4-bromo-1-methyl-1H-pyrazol-3-yl)-N-tert-butyl-1-(3,5-dimethoxyphenyl)-7-methoxy-N-methyl-1,4-dihydrobenzopyrano[4,3-c]pyrazole-3-carboxamide BrC=1C(=NN(C1)C)C=1C(=CC2=C(C1)C=1N(N=C(C1CO2)C(=O)N(C)C(C)(C)C)C2=CC(=CC(=C2)OC)OC)OC